BrC1=C2CCNC2=C(C=C1)[N+](=O)[O-] 4-bromo-7-nitroindoline